(S)-N-(1-amino-1-oxopropan-2-yl)-2-methyl-5-((4-methylthiazol-5-yl)methoxy)benzofuran NC([C@H](C)N1CSC(=C1C)COC=1C=CC2=C(C=C(O2)C)C1)=O